C(C(O)CC(=O)[O-])(=O)OC(CCC1=CC=CC=C1)(C)C benzyl-2-isobutyl malate